[N+](=O)([O-])C(C)C(C)[N+](=O)[O-] 2,3-dinitrobutane